4-(azetidin-3-yloxy)-2-(difluoromethyl)pyridine potassium [K].N1CC(C1)OC1=CC(=NC=C1)C(F)F